Tert-butyl [3,4'-bipiperidine]-1-carboxylate N1(CC(CCC1)C1CCNCC1)C(=O)OC(C)(C)C